ethyl amyl malonate C(CC(=O)OCCCCC)(=O)OCC